C(=O)(OC(CCCCCC)C)OOC(=O)OC(CCCCCC)C di(1-methylheptyl) peroxydicarbonate